4,4-Difluoro-N-[(1S)-3-{(1R,3s,5S)-3-[3-methyl-5-(propan-2-yl)-4H-1,2,4-triazol-4-yl]-8-azabicyclo[3.2.1]octan-8-yl}-1-phenylpropyl]cyclohexanecarboxamide FC1(CCC(CC1)C(=O)N[C@@H](CCN1[C@H]2CC(C[C@@H]1CC2)N2C(=NN=C2C(C)C)C)C2=CC=CC=C2)F